C(C=CC1=CC=CC=C1)(=O)OCC(C)C Iso-butyl cinnamate